C(C)(C)(C)OC(=O)N1CCN(CC1)C1=CC=C(C=C1)C1CC(C1)NC(=O)C1=C(C=2C(=NC(=CC2)C)S1)N.CC(C)(C)C=1C=C(N)C=C(C1)C(C)(C)C 3,5-bis(1,1-dimethyl-ethyl)aniline tert-Butyl-4-(4-(3-(3-amino-6-methylthieno[2,3-b]pyridine-2-carboxamido)cyclobutyl)phenyl)piperazine-1-carboxylate